3-acetyl-6-fluoro-N-(2-fluoro-5-(hydroxymethyl)-3-(1-methyl-1H-pyrazol-4-yl)phenyl)-7-hydroxyindolizine-1-carboxamide C(C)(=O)C1=CC(=C2C=C(C(=CN12)F)O)C(=O)NC1=C(C(=CC(=C1)CO)C=1C=NN(C1)C)F